(3aR,5s,6aS)-N-(6-(2,4-dimethyl-2H-indazol-5-yl)-4-methoxypyridazin-3-yl)-2-((tetrahydro-2H-pyran-4-yl)-methyl)octahydro-cyclopenta[c]pyrrol-5-amine CN1N=C2C=CC(=C(C2=C1)C)C1=CC(=C(N=N1)NC1C[C@@H]2[C@@H](CN(C2)CC2CCOCC2)C1)OC